FC(CN1C=NC2=C1C=C(C=C2C(=O)OC)C#CCNC2=C(C=C(C=C2)S(=O)(=O)C)OC)F methyl 1-(2,2-difluoroethyl)-6-[3-(2-methoxy-4-methylsulfonyl-anilino)prop-1-ynyl]benzimidazole-4-carboxylate